(Z)-4-Hexenyl 9-decenoate C(CCCCCCCC=C)(=O)OCCC\C=C/C